tert-butyl (R)-4-(7-bromo-6-chloro-3-cyano-8-fluoro-2-(((3R,4R)-4-methoxy-1-methyl pyrrolidin-3-yl)oxy)quinolin-4-yl)-2-methylpiperazine-1-carboxylate BrC1=C(C=C2C(=C(C(=NC2=C1F)O[C@@H]1CN(C[C@H]1OC)C)C#N)N1C[C@H](N(CC1)C(=O)OC(C)(C)C)C)Cl